C(C(C)C)C1=CC=C(C=C1)C1=CN=C(S1)C1=CC=C(CN2CC(C2)C(=O)NC)C=C1 1-(4-(5-(4-isobutylphenyl)thiazol-2-yl)benzyl)-N-methylazetidine-3-carboxamide